C(C)OC(CC1=C(C(=CC=C1)N(C)CC(O)C=1C=C(C2=C(C=CO2)C1)Br)O)=O 2-(3-((2-(7-Bromobenzofuran-5-yl)-2-hydroxyethyl)(methyl)amino)-2-hydroxyphenyl)acetic acid ethyl ester